trimethyl-(phenyl)ammonium hydroxide [OH-].C[N+](C1=CC=CC=C1)(C)C